1-methyl-2-(4,4,5,5-tetramethyl-1,3,2-dioxaborolan-2-yl)-pyrrole CN1C(=CC=C1)B1OC(C(O1)(C)C)(C)C